bis-sec-butyl peroxy dicarbonate C(OC(C)CC)(OOOOC(OC(C)CC)=O)=O